3-[[3-(2-amino-6-chloro-pyrimidin-4-yl)-1-(difluoromethyl)pyrazol-4-yl]methyl]-4-cyclopropyl-benzoic acid methyl ester COC(C1=CC(=C(C=C1)C1CC1)CC=1C(=NN(C1)C(F)F)C1=NC(=NC(=C1)Cl)N)=O